(4-(thiophen-2-yl)phenyl)methanone S1C(=CC=C1)C1=CC=C(C=C1)C=O